1-methyl-2-[2-nitro-4-(trifluoromethyl)phenyl]hydrazine-1-carboxylic acid tert-butyl ester C(C)(C)(C)OC(=O)N(NC1=C(C=C(C=C1)C(F)(F)F)[N+](=O)[O-])C